COC1=CC=C(C=C1)[SiH](C1=CC=CC=C1)C1=CC=CC=C1 4-Methoxyphenyl-diphenylsilane